ethyl 1-hydroxycyclopropanecarboxylate OC1(CC1)C(=O)OCC